1-(4-(2-(4-bromophenyl)-propan-2-yl)thiazol-2-yl)-3-(3-chloro-4-(piperazin-1-yl)benzyl)urea BrC1=CC=C(C=C1)C(C)(C)C=1N=C(SC1)NC(=O)NCC1=CC(=C(C=C1)N1CCNCC1)Cl